ClC1=CC=C(C=N1)CN(C(C[N+](=O)[O-])NC)CC (E)-N-(6-chloro-3-picolyl)-N-ethyl-N'-methyl-2-nitroethylidenediamine